OC=1C=CC2=C(SC=C2C2C(=C(NC(=C2C(C)=O)C)C)C(C)=O)C1 1,1'-(4-(6-Hydroxybenzo[b]thiophen-3-yl)-2,6-dimethyl-1,4-dihydropyridin-3,5-diyl)bis(ethan-1-on)